methyl-acryloxymethyl-trimethoxysilane CCO[Si](OC)(OC)COC(C=C)=O